5-(6-bromo-2,3,4,5-tetrahydro-1H-benzo[b]azepin-1-yl)-6-fluoro-1-methylpyrido[4,3-e][1,2,4]triazolo[4,3-a]pyrimidine BrC1=CC=CC=2N(CCCCC21)C2=NC=1N(C3=C2C(=CN=C3)F)C(=NN1)C